BrC1=C2C(=NC=C1)N(C=C2I)S(=O)(=O)C2=CC=C(C)C=C2 4-bromo-3-iodo-1-tosyl-1H-pyrrolo[2,3-b]pyridine